5-[[2-[(3R,5S)-3-(2-aminoethyl)-4,4-difluoro-5-methyl-1-piperidinyl]-5-chloro-pyrimidin-4-yl]amino]-3-(3-hydroxy-3-methyl-butyl)-1-methyl-benzimidazol-2-one NCC[C@@H]1CN(C[C@@H](C1(F)F)C)C1=NC=C(C(=N1)NC1=CC2=C(N(C(N2CCC(C)(C)O)=O)C)C=C1)Cl